hydroxy-indolinone ON1C(CC2=CC=CC=C12)=O